Ethyl 1-[(4-{3-azabicyclo[3.1.0]hex-3-yl}-2-chloro-3-cyanophenyl) methyl]-1H-imidazole-4-carboxylate C12CN(CC2C1)C1=C(C(=C(C=C1)CN1C=NC(=C1)C(=O)OCC)Cl)C#N